Ethyl (E)-9-acetoxynon-7-en-4-ynoate C(C)(=O)OC/C=C/CC#CCCC(=O)OCC